(1S,3S)-1-(2,6-difluoro-4-(2-(3-(fluoromethyl)azetidin-1-yl)ethoxy)phenyl)-6-fluoro-2-(2-fluoro-2-methylpropyl)-3-methyl-2,3,4,9-tetrahydro-1H-pyrido[3,4-b]indole FC1=C(C(=CC(=C1)OCCN1CC(C1)CF)F)[C@@H]1N([C@H](CC2=C1NC1=CC=C(C=C21)F)C)CC(C)(C)F